BrC=1C=C(C2=C(C(=CO2)C(=O)OCC)C1)OC[C@@H]1OCCC1 (R)-ethyl 5-bromo-7-((tetrahydrofuran-2-yl)methoxy)benzofuran-3-carboxylate